ClC=1C=C(C(NN1)=O)CN1C=NC(=C(C1=O)OC=1C=C(C#N)C=CC1)C(C)(F)F 3-((1-((6-chloro-3-oxo-2,3-dihydropyridazin-4-yl)methyl)-4-(1,1-difluoroethyl)-6-oxo-1,6-dihydropyrimidin-5-yl)oxy)benzonitrile